BrC1=CC=C(C=2N(C(N(C21)C)=O)C2C(NC(CC2)=O)=O)F 3-(4-Bromo-7-fluoro-3-methyl-2-oxo-benzimidazol-1-yl)piperidine-2,6-dione